FC1=NC(=C2N=CNC2=N1)N[C@@H]1CN(CC1)C(=O)OC(C)(C)C tert-butyl (S)-3-((2-fluoro-9H-purin-6-yl)amino)pyrrolidine-1-carboxylate